2,2-difluoro-3-((6S,8R)-1-fluoro-6-(5-((1-(3-fluoropropyl)azetidin-3-yl)amino)pyridin-2-yl)-8-methyl-3,6,8,9-tetrahydro-7H-pyrazolo[4,3-f]isoquinolin-7-yl)propan-1-ol FC(CO)(CN1[C@@H](C2=CC=C3C(=C2C[C@H]1C)C(=NN3)F)C3=NC=C(C=C3)NC3CN(C3)CCCF)F